2,2-dimethyl-1-propanal CC(C=O)(C)C